2-((4-((R)-2-(5-chloropyridin-2-yl)-2-methylbenzo[d][1,3]dioxol-4-yl)-4-fluoropiperidin-1-yl)methyl)-1-(((S)-oxetan-2-yl)methyl)-1H-benzo[d]imidazole-6-carboxylic acid ClC=1C=CC(=NC1)[C@]1(OC2=C(O1)C=CC=C2C2(CCN(CC2)CC2=NC1=C(N2C[C@H]2OCC2)C=C(C=C1)C(=O)O)F)C